C(C1=CC=CC=C1)N1CCN(CCN(CCN(CC1)CCNC(=O)OC(C)(C)C)CCNC(OC(C)(C)C)=O)CCNC(=O)OC(C)(C)C tert-butyl (2-(7-benzyl-4,10-bis(2-((tert-butoxycarbonyl)amino)ethyl)-1,4,7,10-tetraazacyclododecan-1-yl)ethyl)carbamate